1,3-bis(butoxy)benzene (dibutyl phthalate) C(CCC)C=1C(=C(C(C(=O)O)=CC1)C(=O)O)CCCC.C(CCC)OC1=CC(=CC=C1)OCCCC